FC1=C(C=CC2=C1CNS2(=O)=O)NC2=NNC(=C2)C2CC(CC2)C=2OC(=CN2)C2(CC2)C 4-fluoro-5-((5-(3-(5-(1-methylcyclopropyl)oxazol-2-yl)cyclopentyl)-1H-pyrazol-3-yl)amino)-2,3-dihydrobenzo[d]isothiazole 1,1-dioxide